4-(5-chloro-2-{1-[(trimethylsilyl)methyl]-1H-1,2,3-triazol-4-yl}phenyl)-6-methoxypyrimidine ClC=1C=CC(=C(C1)C1=NC=NC(=C1)OC)C=1N=NN(C1)C[Si](C)(C)C